tert-butyl (1S,2S,5R)-2-(hydroxymethyl)-3-(4-methoxybenzyl)-3,8-diazabicyclo[3.2.1]octane-8-carboxylate OC[C@@H]1[C@@H]2CC[C@H](CN1CC1=CC=C(C=C1)OC)N2C(=O)OC(C)(C)C